1-(3-fluorophenyl)imidazolidin-2-one FC=1C=C(C=CC1)N1C(NCC1)=O